CC=1N=C(SC1C)NN=C(\N=N/C1=CC=CC=C1)C1=CC=CC=C1 (Z)-5-(4,5-dimethylthiazol-2-yl)-1,3-diphenylformazan